NC=1C=C(C=NC1C)NC(CN(C(OC(C)(C)C)=O)C1CCCC1)=O tert-butyl (2-((5-amino-6-methylpyridin-3-yl)amino)-2-oxoethyl)(cyclopentyl)carbamate